2-(4-(methylsulfonyl)phenyl)acetyl chloride CS(=O)(=O)C1=CC=C(C=C1)CC(=O)Cl